ClC1=C(C(=CC=C1Cl)F)[C@@]1(CN(CC1)C(C=C)=O)NC1=CC=C2C(=NN(C2=C1)CC(=O)N)C(F)(F)F 2-(6-{[(3S)-3-(2,3-Dichloro-6-fluorophenyl)-1-(prop-2-enoyl)pyrrolidin-3-yl]amino}-3-(trifluoromethyl)indazol-1-yl)acetamide